5-Phenyl-2-(trifluoromethylsulfinyl)-6,7-dihydro-5H-pyrrolo[1,2-b][1,2,4]triazole C1(=CC=CC=C1)C1CCC=2N1N=C(N2)S(=O)C(F)(F)F